ClC=1C=C2C(=C3C1NC(NC31CCCCC1)=O)OC(=N2)CNC2CC(OC(C2)C)C 5-chloro-2-{[(2,6-dimethyloxan-4-yl)amino]methyl}-7,8-dihydro-6H-spiro[[1,3]oxazolo[5,4-f]quinazoline-9,1'-cyclohexane]-7-one